4-(3-(2-methoxypyridin-4-yl)pyrazolo[1,5-a]pyrimidin-5-yl)piperazine-1-carboxylic acid isopropyl ester C(C)(C)OC(=O)N1CCN(CC1)C1=NC=2N(C=C1)N=CC2C2=CC(=NC=C2)OC